6-fluoro-N-(2-methoxypyrimidin-5-yl)-N-((2-(trimethylsilyl)ethoxy)methyl)isoquinolin-1-amine FC=1C=C2C=CN=C(C2=CC1)N(COCC[Si](C)(C)C)C=1C=NC(=NC1)OC